(R)-4-(2-cyclopropyl-3-fluorophenyl)-2-(fluoromethyl)-5-oxo-1,4,5,7-tetrahydrofuro[3,4-b]pyridine-3-carboxylate C1(CC1)C1=C(C=CC=C1F)[C@H]1C2=C(NC(=C1C(=O)[O-])CF)COC2=O